(3S)-8-(3-oxa-7,9-diazabicyclo[3.3.1]nonan-7-yl)-l-1-(5-chloro-2,4-difluorophenyl)-3-methoxy-10-(trifluoromethyl)-3,4-dihydro-2H,6H-[1,4]thiazepino[2,3,4-ij]quinazolin-6-one C12COCC(CN(C1)C1=NC(N3C4=C(C=C(C=C14)C(F)(F)F)S(C[C@H](C3)OC)C3=C(C=C(C(=C3)Cl)F)F)=O)N2